2-chloro-N-(2,4-dimethoxy-6-(4-methoxystyryl)benzyl)-N-phenylpropanamide ClC(C(=O)N(C1=CC=CC=C1)CC1=C(C=C(C=C1C=CC1=CC=C(C=C1)OC)OC)OC)C